4-[4-[2-[1-(6,7-dihydro-5H-pyrrolo[1,2-c]imidazol-1-yl)-2-oxo-2-(thiazol-2-ylamino)ethyl]-7-fluoro-3-oxo-isoindolin-5-yl]triazol-1-yl]piperidine-1-carboxylic acid tert-butyl ester C(C)(C)(C)OC(=O)N1CCC(CC1)N1N=NC(=C1)C=1C=C2C(N(CC2=C(C1)F)C(C(NC=1SC=CN1)=O)C1=C2N(C=N1)CCC2)=O